(2r,4r)-1-(5-(5-chloro-2-methoxypyridin-4-yl)-1H-pyrazole-3-carbonyl)-N-(3-chlorobenzyl)-2-methylpiperidine-4-carboxamide ClC=1C(=CC(=NC1)OC)C1=CC(=NN1)C(=O)N1[C@@H](C[C@@H](CC1)C(=O)NCC1=CC(=CC=C1)Cl)C